C1(=CC=CC=C1)C(C1C(O1)C(F)(F)F)=O 1-phenyl-3-trifluoromethyl-2,3-epoxy-1-propanone